6-nitrobenzyl-N-acetyl-glucosamine [N+](=O)([O-])C1=CC=CC=C1CC1(O)[C@H](NC(C)=O)[C@@H](O)[C@H](O)[C@H](O1)CO